NC1=NC=2C=C(C(=CC2C2=C1C=NN2C)C(=O)N2[C@@H](COCC2)C2=NC=C(C=C2)C(F)(F)F)F (4-amino-7-fluoro-1-methyl-1H-pyrazolo[4,3-c]quinolin-8-yl)((3R)-3-(5-(trifluoromethyl)-2-pyridinyl)-4-morpholinyl)methanone